((R)-1-quinolin-3-ylethyl)amine N1=CC(=CC2=CC=CC=C12)[C@@H](C)N